gamma-methoxypropyl-trimethoxypropyl-silane COCCC[SiH2]CCC(OC)(OC)OC